(S)-3-bromo-N-(4-(chlorodifluoromethoxy)phenyl)-4-(3-hydroxy-3-methylpiperidin-1-yl)-5-nitrobenzamide BrC=1C=C(C(=O)NC2=CC=C(C=C2)OC(F)(F)Cl)C=C(C1N1C[C@@](CCC1)(C)O)[N+](=O)[O-]